6-[4-[3-(5-fluoro-4-oxo-3H-quinazolin-2-yl)propionyl]piperazin-1-yl]pyridine-3-carbonitrile FC1=C2C(NC(=NC2=CC=C1)CCC(=O)N1CCN(CC1)C1=CC=C(C=N1)C#N)=O